NC=1C(=CC(=CC1)S(=O)(=O)O)S(=O)(=O)[O-].[Na+] mono-sodium aniline-2,4-disulfonate